5-[(2-hydroxyethoxy)methyl]pyridine OCCOCC=1C=CC=NC1